cis-4-cyclohexene-1,2-dicarboxylic acid ethyl ester C(C)OC(=O)[C@H]1[C@H](CC=CC1)C(=O)O